4-((1H-Indol-5-yl)oxy)-6-(5-benzyl-4H-1,2,4-triazol-3-yl)pyridin-3-amine N1C=CC2=CC(=CC=C12)OC1=C(C=NC(=C1)C1=NN=C(N1)CC1=CC=CC=C1)N